NC=1C=2N(C3=C(N1)C=NC(=C3)C(=O)N3[C@@H]1[C@H](C[C@H](C3)C)OC3=C1C=CC(=C3)C(F)(F)F)C=NC2C (4-amino-3-methylimidazo[1,5-a]pyrido[3,4-e]pyrazin-8-yl)((3R,4aS,9bS)-3-methyl-7-(trifluoromethyl)-3,4,4a,9b-tetrahydrobenzofuro[3,2-b]pyridin-1(2H)-yl)methanone